C(#N)C1=NC=CC(=N1)C1(CCCC1)NC(OCC1=CC=C(C=C1)C1=CC=C(C=C1)N1CCOCC1)=O (4'-morpholino-[1,1'-biphenyl]-4-yl)methyl (1-(2-cyanopyrimidin-4-yl)cyclopentyl)carbamate